N-((4-methyl-2-(methylthio)phenyl)(phenyl)methyl)-2-oxo-6-(trifluoromethyl)-1,2-dihydropyridine-3-carboxamide CC1=CC(=C(C=C1)C(NC(=O)C=1C(NC(=CC1)C(F)(F)F)=O)C1=CC=CC=C1)SC